1-[(2R)-2-(5-bromo-2-fluorophenoxy)-3-[(tert-butyldimethylsilyl)oxy]propyl]-1H-tetrazole BrC=1C=CC(=C(O[C@H](CN2N=NN=C2)CO[Si](C)(C)C(C)(C)C)C1)F